C(#N)C1=C(C=C(C=C1F)CC(C)C)N1C(CN(CC1)C(=O)OCCCC)C butyl 4-(2-cyano-3-fluoro-5-isobutylphenyl)-3-methylpiperazine-1-carboxylate